FC1=CC(=C(OC2=C(C(=O)NC3=CC(=CC=C3)C(NC)=O)C=CC(=C2)C(F)(F)F)C=C1)C 2-(4-fluoro-2-methylphenoxy)-N-(3-(N-methylcarbamoyl)phenyl)-4-(trifluoromethyl)benzamide